(3S,4S)-4-(diethylamino)tetrahydrofuran C(C)N([C@H]1CCOC1)CC